BrC=1C=NN2C1OCCC(C2)N(C(OC(C)(C)C)=O)C tert-butyl (3-bromo-5,6,7,8-tetrahydropyrazolo[5,1-b][1,3]oxazepin-7-yl)(methyl)carbamate